CC1([C@]2(C(C[C@@H]1CC2)=O)CS(=O)(=O)O)C (1R,4S)-7,7-dimethyl-2-oxobicyclo[2.2.1]heptane-1-methanesulfonic acid